γ-guanidinobutyric acid N(C(=N)N)CCCC(=O)O